N1(CCCCC1)C1=C(C=CC=C1)C1SCC(N1)=O 2-(piperidin-1-yl-phenyl)thiazolidin-4-one